N-benzyl-5-(4-((1,2,3,4-tetrahydroisoquinolin-7-yl)oxy)-1H-pyrrolo[2,3-b]pyridin-3-yl)pyridin-3-amine C(C1=CC=CC=C1)NC=1C=NC=C(C1)C1=CNC2=NC=CC(=C21)OC2=CC=C1CCNCC1=C2